O=C1NC2(C(N1CC(=O)O)=O)CCN(CC2)C2=NC=CC=N2 2-(2,4-dioxo-8-pyrimidin-2-yl-1,3,8-triazaspiro[4.5]decan-3-yl)acetic acid